NC1=NC(=C(C(=N1)NCCCC)SC=1C=C(C=CC1OC)CO)C (3-((2-amino-4-(butylamino)-6-methylpyrimidin-5-yl)thio)-4-methoxyphenyl)-methanol